NC(C(=O)O)C(CN)O 2,4-DIAMINO-3-HYDROXY-BUTANOIC ACID